Cl[Si](Cl)(Cl)CCCSSSSCCC[Si](Cl)(Cl)Cl Bis-[trichlorosilylpropyl]tetrasulfid